6-bromo-1-phenoxyisoquinoline BrC=1C=C2C=CN=C(C2=CC1)OC1=CC=CC=C1